2-(1-(2-methoxyethyl)-1H-pyrazol-4-yl)-N-(2-methyl-5-(2-(3-methylpyrrolidin-1-yl)acetamido)pyridin-3-yl)pyrazolo[5,1-b]thiazole-7-carboxamide COCCN1N=CC(=C1)C1=CN2C(S1)=C(C=N2)C(=O)NC=2C(=NC=C(C2)NC(CN2CC(CC2)C)=O)C